[Zn].[Sn].[Ni] nickel-tin-zinc